OC1CC23C(C=C4[C@@H]5CC[C@H]([C@@H](CC[C@@H](C(C)C)C)C)[C@]5(CC[C@@]4([C@]2(CC1)C)OO3)C)=O 5,9-Epidioxy-3-hydroxyergost-7-en-6-one